ON=C(N)C1=NC=C(N=C1)NC=1OC(=CN1)C1=CC=C(C=C1)OC(F)(F)F N'-Hydroxy-5-((5-(4-(trifluoromethoxy)phenyl)oxazol-2-yl)amino)pyrazine-2-carboximidamide